2-(4-(tert-butyl)phenyl)-N-((5-(2,6-dioxopiperidin-3-yl)-4-oxo-5,6-dihydro-4H-thieno[3,4-c]pyrrol-1-yl)methyl)-3,3,3-trifluoropropionamide C(C)(C)(C)C1=CC=C(C=C1)C(C(=O)NCC=1SC=C2C1CN(C2=O)C2C(NC(CC2)=O)=O)C(F)(F)F